BrC1=CN=C(S1)N1CCNCC1 1-(5-bromo-1,3-thiazol-2-yl)piperazine